C1(CC1)C=1C(=NC(=NC1)NC=1C=NN(C1)C)C=1C=NN(C1)C1(CN(C1)S(=O)(=O)CC)CC#N 2-(3-(4-(5-cyclopropyl-2-((1-methyl-1H-pyrazol-4-yl)amino)pyrimidin-4-yl)-1H-pyrazol-1-yl)-1-(ethylsulfonyl)azetidin-3-yl)acetonitrile